CN(CCC1=CN(C2=CC=CC=C12)C(=O)OCOC(CCCC(=O)O)=O)C 5-(((3-(2-(dimethylamino)-ethyl)-1H-indole-1-carbonyl)-oxy)methoxy)-5-oxopentanoic acid